1-(6-(6-Morpholinopyridin-2-yl)-2,6-diazaspiro[3.3]heptan-2-yl)prop-2-en-1-one O1CCN(CC1)C1=CC=CC(=N1)N1CC2(CN(C2)C(C=C)=O)C1